tert-butyl 6-(((4,4-difluorocyclohexyl)methyl)amino)-2-azaspiro[3.3]heptane-2-carboxylate FC1(CCC(CC1)CNC1CC2(CN(C2)C(=O)OC(C)(C)C)C1)F